COC=1C=2N(C=CC1)C(=NC2)C=2N=C(C1=C(N2)C(=CS1)C1=NC=CC=C1)O 2-(8-Methoxyimidazo[1,5-a]pyridin-3-yl)-7-(pyridin-2-yl)thieno[3,2-d]pyrimidin-4-ol